[[4-[2-(2-amino-3-pyridyl)-5-phenyl-imidazo[4,5-b]pyridin-3-yl]phenyl]methyl]carbamate NC1=NC=CC=C1C1=NC=2C(=NC(=CC2)C2=CC=CC=C2)N1C1=CC=C(C=C1)CNC([O-])=O